2-((4-(1-cyclopropyl-4-oxido-1,4-azaphosphinan-4-yl)-2-methoxyphenyl)amino)-4-((tetrahydro-2H-pyran-4-yl)amino)-7H-pyrrolo[2,3-d]pyrimidine-5-carbonitrile C1(CC1)N1CCP(CC1)(=O)C1=CC(=C(C=C1)NC=1N=C(C2=C(N1)NC=C2C#N)NC2CCOCC2)OC